2-methylpropane sulfate S(=O)(=O)(O)O.CC(C)C